2-(6-(((1r,2r,3s,5s)-2-fluoro-9-azabicyclo[3.3.1]non-3-yl)oxy)pyridazin-3-yl)-5-(prop-1-yn-1-yl)phenol F[C@@H]1[C@H]2CCC[C@@H](C[C@@H]1OC1=CC=C(N=N1)C1=C(C=C(C=C1)C#CC)O)N2